(R)-3-((2-(trifluoromethyl)quinolin-6-yl)amino)pyrrolidine-1-carboxylic acid tert-butyl ester C(C)(C)(C)OC(=O)N1C[C@@H](CC1)NC=1C=C2C=CC(=NC2=CC1)C(F)(F)F